FC(C#C[Si](C(C)C)(C(C)C)C(C)C)(F)C1=CC=C2C=C(C(=NC2=C1)OC)C(=O)O 7-(1,1-difluoro-3-triisopropylsilyl-prop-2-ynyl)-2-methoxyquinoline-3-carboxylic acid